6-(2,6-difluorophenyl)-1-methyl-8-(trifluoromethyl)-4H-[1,2,4]Triazolo[4,3-a][1,4]Benzodiazepine FC1=C(C(=CC=C1)F)C1=NCC=2N(C3=C1C=C(C=C3)C(F)(F)F)C(=NN2)C